CC(CO)C 2-methylpropane-1-ol